tetraphosphorus heptasulphide P12SP3SP(S1)SP(=S)(S2)S3